Cl.C1NCC2=C(C=CC=C12)N[C@@H]1CN(CCC1)C(C)=O (S)-1-(3-(Isoindolin-4-ylamino)piperidin-1-yl)ethan-1-one hydrochloride